methyl (S)-2-((2-(2,6-difluoro-4-(2,5-dioxo-2,5-dihydropyrrol-1-yl)phenyl)-7-methylimidazo[1,2-a]pyridin-3-yl)methyl)morpholine-4-carboxylate FC1=C(C(=CC(=C1)N1C(C=CC1=O)=O)F)C=1N=C2N(C=CC(=C2)C)C1C[C@H]1CN(CCO1)C(=O)OC